COC(=O)C=1C=C(C=CC1)C1=CC(=C(C=C1)OC)NC1=NC=NC2=CC(=C(C=C12)OC1CCN(CC1)C(C=C)=O)OC.OCCN1CCN(CC1)CC 2-[4-(2-Hydroxyethyl)-1-piperazinyl]ethane Methyl-3'-((6-((1-acryloylpiperidin-4-yl)oxy)-7-methoxyquinazolin-4-yl)amino)-4'-methoxy-[1,1'-biphenyl]-3-carboxylate